FC(C(=O)O)(F)F.FC=1C=C(C=C(C1)C=1C=NN(C1)C=1C=NC(=CC1)OC)CN (3-fluoro-5-(1-(6-methoxypyridin-3-yl)-1H-pyrazol-4-yl)phenyl)methylamine trifluoroacetate